2-Chloro-5-{[(2,2-dimethylpropanoyl)amino]methyl}-N-[1-(3-methoxyphenyl)-1H-indazol-4-yl]benzamide ClC1=C(C(=O)NC2=C3C=NN(C3=CC=C2)C2=CC(=CC=C2)OC)C=C(C=C1)CNC(C(C)(C)C)=O